4-(4-(2-(1-(6,7-dihydro-5H-pyrrolo[1,2-c]imidazol-1-yl)-2-oxo-2-(thiazol-2-ylamino)ethyl)-7-fluoro-3-oxoisoindolin-5-yl)phenyl)piperidine-1-carboxylic acid tert-butyl ester C(C)(C)(C)OC(=O)N1CCC(CC1)C1=CC=C(C=C1)C=1C=C2C(N(CC2=C(C1)F)C(C(NC=1SC=CN1)=O)C1=C2N(C=N1)CCC2)=O